3-(5-amino-6-(1,3-dimethyl-1H-pyrazol-4-yl)pyrazin-2-yl)-N-(3-(hydroxymethyl)bicyclo[1.1.1]pentan-1-yl)-4-methylbenzenesulfonamide trifluoroacetate salt FC(C(=O)O)(F)F.NC=1N=CC(=NC1C=1C(=NN(C1)C)C)C=1C=C(C=CC1C)S(=O)(=O)NC12CC(C1)(C2)CO